6-(trifluoromethoxy)-3,4-dihydroisoquinolin-1(2H)-one FC(OC=1C=C2CCNC(C2=CC1)=O)(F)F